(S)-5-((((6-(2-chloro-3-(3-chloro-2-(3-methoxy-4-(((tetrahydro-2H-pyran-4-yl)amino)methyl)phenyl)pyridin-4-yl)phenyl)-2-methoxypyridin-3-yl)methyl)amino)methyl)pyrrolidin-2-one ClC1=C(C=CC=C1C1=C(C(=NC=C1)C1=CC(=C(C=C1)CNC1CCOCC1)OC)Cl)C1=CC=C(C(=N1)OC)CNC[C@@H]1CCC(N1)=O